ClC1=CC=C(C=C1)C=1C(=NN(C1)C)C(=O)N1CC(O[C@H]([C@H]1CNC1=NC=C(N=C1)C(F)(F)F)C)(F)F (4-(4-Chlorophenyl)-1-methyl-1H-pyrazol-3-yl)((5R,6S)-2,2-difluoro-6-methyl-5-(((5-(trifluoromethyl)pyrazin-2-yl)amino)methyl)morpholino)methanone